tert-butyl 5-(7-bromo-2,6-dichloro-8-fluoroquinazolin-4-yl)-2,5-diazabicyclo[2.2.1]heptane-2-carboxylate BrC1=C(C=C2C(=NC(=NC2=C1F)Cl)N1C2CN(C(C1)C2)C(=O)OC(C)(C)C)Cl